2-fluoro-3-(1-(2-(trifluoromethyl)phenyl)pyrrolidin-3-yl)benzoic acid FC1=C(C(=O)O)C=CC=C1C1CN(CC1)C1=C(C=CC=C1)C(F)(F)F